NC1=C(C(=NC=N1)NCC1CCN(CC1)C(=O)C1=CCCCC1)C1=CC=C(C=C1)OC1=CC=CC=C1 (4-(((6-amino-5-(4-phenoxyphenyl)pyrimidin-4-yl)amino)methyl)piperidin-1-yl)(cyclohex-1-en-1-yl)methanone